CN(CCOC=1C=C(C=CC1OC(F)(F)F)N1C(N(C(C1=O)(C)C)CC1=C2C(=NC=C1)NC(C2)=O)=O)C 3-(3-(2-(dimethylamino)ethoxy)-4-(trifluoromethoxy)phenyl)-5,5-dimethyl-1-((2-oxo-2,3-dihydro-1H-pyrrolo[2,3-b]pyridin-4-yl)methyl)imidazolidine-2,4-dione